(S)-2-(1-(8-hydroxyoctyloxy)-4-methyl-3-pentenyl)-1,4,5,8-tetramethoxynaphthalene OCCCCCCCCO[C@@H](CC=C(C)C)C1=C(C2=C(C=CC(=C2C(=C1)OC)OC)OC)OC